11,12-methylene-pentadecanoic acid C1C(CCCCCCCCCC(=O)O)C1CCC